C(C)(C)(C)OC(=O)N1CC(OCC1)CNC1=C(N=NC(=C1)Cl)C(NC1=CC=NC=C1)=O tert-butyl-2-((6-chloro-3-(pyridin-4-ylcarbamoyl)pyridazin-4-ylamino)methyl)morpholine-4-carboxylate